(5-bromo-2-chloropyrimidin-4-yl)methanol BrC=1C(=NC(=NC1)Cl)CO